1-((4R)-2-((7S)-7-(2,4-difluoro-6-(2-methoxyethoxy)phenyl)-4-(2-phenylcyclopropyl)thieno[3,2-c]pyridin-6-yl)-4-methyl-6,7-dihydropyrazolo[1,5-a]pyrazin-5(4H)-yl)prop-2-en-1-one FC1=C(C(=CC(=C1)F)OCCOC)C=1C2=C(C(=NC1C1=NN3C([C@H](N(CC3)C(C=C)=O)C)=C1)C1C(C1)C1=CC=CC=C1)C=CS2